(3R)-N-{2-cyano-4-fluoro-3-[(4-oxo-3-{2-[1-(piperazin-1-yl)cyclopropyl]pyrimidin-5-yl}quinazolin-6-yl)oxy]phenyl}-3-fluoropyrrolidine-1-sulfonamide hydrochloride Cl.C(#N)C1=C(C=CC(=C1OC=1C=C2C(N(C=NC2=CC1)C=1C=NC(=NC1)C1(CC1)N1CCNCC1)=O)F)NS(=O)(=O)N1C[C@@H](CC1)F